3-(benzyloxy)-1-(2-bromophenyl)cyclohexane-1-carbonitrile C(C1=CC=CC=C1)OC1CC(CCC1)(C#N)C1=C(C=CC=C1)Br